BrC=1C=C(C=NC1[C@H](C)OC)C1(CCN(CC1)C(=O)OCC1=CC=CC=C1)OC benzyl (S)-4-(5-bromo-6-(1-methoxyethyl)pyridin-3-yl)-4-methoxypiperidine-1-carboxylate